2-((5-phenylpyridin-2-yl)amino)butyric acid C1(=CC=CC=C1)C=1C=CC(=NC1)NC(C(=O)O)CC